C1(=CC=CC=C1)S(=O)(=O)C1=CC=C(CNC(=O)C=2C=C3C(=NC2)N=CN3)C=C1 N-(4-(phenylsulfonyl)benzyl)-1H-imidazo[4,5-b]pyridine-6-carboxamide